L-glutamic acid-d N[C@@H](CCC(=O)O[2H])C(=O)O